N-benzylnon-2,6-diene-1-imine oxide C(C1=CC=CC=C1)[N+](=CC=CCCC=CCC)[O-]